perfluorooctyl-trimethoxysilicon FC(O[Si](OC(F)(F)F)(OC(F)(F)F)C(C(C(C(C(C(C(C(F)(F)F)(F)F)(F)F)(F)F)(F)F)(F)F)(F)F)(F)F)(F)F